OCC1(CC1)NC(=O)C=1N(N=C2C=CC(=CC12)OCC1=CC=NN1C)C N-[1-(hydroxymethyl)cyclopropyl]-2-methyl-5-[(1-methyl-1H-pyrazol-5-yl)methoxy]-2H-indazole-3-carboxamide